[Si].COC1=CC=C(C=C1)COCCCOCCCCCCCCCCCCCC#CC(F)(F)F 1-methoxy-4-[3-(16,16,16-trifluorohexadeca-14-ynyloxy)propoxymethyl]benzene SILICON